3-(3-fluoroazetidin-1-yl)-7-(2,3,5-trifluorophenyl)thieno[3,2-b]Pyridine-2-carboxylic acid methyl ester COC(=O)C1=C(C2=NC=CC(=C2S1)C1=C(C(=CC(=C1)F)F)F)N1CC(C1)F